C(#N)C=1C(=NC(=CC1)C1CC1)SC(C(=O)NC1=CC=C(C=C1)OC)C ((3-cyano-6-cyclopropylpyridin-2-yl)thio)-N-(4-methoxyphenyl)propanamide